FC(C1=CC(NC=N1)=O)(F)F 6-(trifluoromethyl)pyrimidin-4(3H)-one